NC1=C2N(C(N(C2=NC=N1)[C@H]1[C@H](CN(CC1)C1CCN(CC1)C1CN(C1)C=1C=C2C(N(C(C2=CC1)=O)C1C(NC(CC1)=O)=O)=O)F)=O)C1=CC=C(C=C1)OC1=CC=CC=C1 5-{3-[(3S,4R)-4-[6-amino-8-oxo-7-(4-phenoxyphenyl)purin-9-yl]-3-fluoro-[1,4'-bipiperidin]-1'-yl]azetidin-1-yl}-2-(2,6-dioxopiperidin-3-yl)isoindole-1,3-dione